7-Tricosene CCCCCCC=CCCCCCCCCCCCCCCC